rac-N-{(3S,4S)-4-[([1,1'-biphenyl]-3-yl)methyl]-9-bromo-6-oxo-1,3,4,6-tetrahydro-2H-quinolizin-3-yl}methanesulfonamide C1(=CC(=CC=C1)C[C@H]1[C@H](CCC2=C(C=CC(N12)=O)Br)NS(=O)(=O)C)C1=CC=CC=C1 |r|